2-((6-((5-methylpyridazin-3-yl)amino)pyrimidin-4-yl)amino)benzonitrile CC=1C=C(N=NC1)NC1=CC(=NC=N1)NC1=C(C#N)C=CC=C1